NC(C(=O)O)CC(=O)C1=C(C=CC(=C1)CC)N 2-amino-4-(2-amino-5-ethylphenyl)-4-oxobutanoic acid